Tributyl(pyrimidin-2-yl)stannane C(CCC)[Sn](C1=NC=CC=N1)(CCCC)CCCC